tert-butyl (R)-3-((4-(6-(6-(2-(3-fluorophenyl)pyrrolidin-1-yl)imidazo[1,2-b]pyridazin-3-yl)pyridin-2-yl)piperazin-1-yl)methyl)azetidine-1-carboxylate FC=1C=C(C=CC1)[C@@H]1N(CCC1)C=1C=CC=2N(N1)C(=CN2)C2=CC=CC(=N2)N2CCN(CC2)CC2CN(C2)C(=O)OC(C)(C)C